CC1([C@H]2CC=3C=C(N=CC3[C@@H]1C2)C=2C=CC(=C(C2)O)C(C)C)C 5-[(6R,8R)-7,7-dimethyl-5,6,7,8-tetrahydro-6,8-methyleneisoquinolin-3-yl]-2-isopropylphenol